N1=CC=C(C=C1)C1=CNC=2N=CN=C(C21)N2CCOCC2 4-(5-(pyridin-4-yl)-7H-pyrrolo[2,3-d]pyrimidin-4-yl)morpholine